5-(3-fluorophenyl)-N-[(2R)-1-hydroxypropan-2-yl]-6-{[6-(trifluoromethyl)pyridin-3-yl]oxy}pyridine-3-carboxamide FC=1C=C(C=CC1)C=1C=C(C=NC1OC=1C=NC(=CC1)C(F)(F)F)C(=O)N[C@@H](CO)C